CC1=CC(=NC=C1OC1=CC(=C2C(=N1)N(C=N2)C)NC2=NC=C(C=C2)C(=O)N2CCOCC2)C#N 4-methyl-5-[3-methyl-7-[[5-(morpholine-4-carbonyl)-2-pyridinyl]amino]imidazo[4,5-b]pyridin-5-yl]oxy-pyridine-2-carbonitrile